(S)-6-(4-chlorophenyl)-N-(1-(3-fluoro-4-methoxyphenyl)ethyl)-2-(1-methyl-1H-pyrazol-4-yl)pyrimidine-4-formamide ClC1=CC=C(C=C1)C1=CC(=NC(=N1)C=1C=NN(C1)C)C(=O)N[C@@H](C)C1=CC(=C(C=C1)OC)F